C1(CCCC1)N[C@H]1CN(CC1)C(=O)C=1C=C(CC2=NNC(C3=CC=CC=C23)=O)C=CC1F (R)-4-(3-(3-(cyclopentylamino)pyrrolidine-1-carbonyl)-4-fluorobenzyl)phthalazin-1(2H)-one